C1(=CC=CC=C1)C1=CC=C(C=C1)C1=CC(=CC=C1)C1=CC=CC=2C3=C(SC21)C(=CC=C3)C3=NC(=NC(=N3)C3=CC=CC=C3)C3=CC=CC=C3 2-(6-(4'-phenyl-1,1'-biphenyl-3-yl)-dibenzothiophen-4-yl)-4,6-diphenyl-1,3,5-triazine